N-ethyl-4-{[3-(8-{[(3S,4R)-3-fluoro-1-methylpiperidin-4-yl]amino}-3-[(trifluoromethyl)sulfanyl]imidazo[1,2-a]pyridin-2-yl)prop-2-yn-1-yl]amino}-3-methoxybenzamide C(C)NC(C1=CC(=C(C=C1)NCC#CC=1N=C2N(C=CC=C2N[C@H]2[C@H](CN(CC2)C)F)C1SC(F)(F)F)OC)=O